methyl 4-((3-chlorophenyl)amino)-3-nitrobenzoate ClC=1C=C(C=CC1)NC1=C(C=C(C(=O)OC)C=C1)[N+](=O)[O-]